C(C)(C)OC=1N(C=C(N1)C)C(=O)NCCC1=CC=CC=C1 2-iso-propoxy-4-methyl-N-phenethyl-1H-imidazole-1-carboxamide